C(C(=C)C)(=O)OC(CCN1C(CCC1)=O)CCCCCCCCCCCCCC N-(3-methacryloxy-heptadecyl)-2-pyrrolidone